5-(4-methyl-1H-pyrazol-1-yl)phenol CC=1C=NN(C1)C=1C=CC=C(C1)O